OC=1C(=C(C=C(C1)CCC)[O-])C1C=C(CCC1C(=C)C)C 3-hydroxy-2-(6-isopropenyl-3-methylcyclohex-2-enyl)-5-propylphenolate